2'-chloro-5'-methoxy-N-(5-((1R,3R)-3-methoxycyclohexane-1-carbonyl)-5,6-dihydro-4H-pyrrolo[3,4-d]thiazol-2-yl)-6-methyl-[4,4'-bipyridine]-3-carboxamide ClC1=NC=C(C(=C1)C1=C(C=NC(=C1)C)C(=O)NC=1SC2=C(N1)CN(C2)C(=O)[C@H]2C[C@@H](CCC2)OC)OC